(R)-(3-aminopiperidin-1-yl)(4-(5-methyl-7H-pyrrolo[2,3-d]pyrimidin-4-yl)-3,4-dihydro-2H-1,4-thiazin-6-yl)methanone hydrochloride Cl.N[C@H]1CN(CCC1)C(=O)C1=CN(CCS1)C=1C2=C(N=CN1)NC=C2C